C(C)(C)C1=C(NC2=CC=C(C=C12)OC1CCN(CC1)CC(=O)NC)C=1C=C(C=2N(C1)N=CN2)C 2-(4-((3-Isopropyl-2-(8-methyl-[1,2,4]triazolo[1,5-a]pyridin-6-yl)-1H-indol-5-yl)oxy)piperidin-1-yl)-N-methylacetamid